BrC1=CC=2[C@](C3=CC=CC=C3C2C=C1)(C(=O)N1[C@H]2CC([C@@H]([C@H]1C(=O)N[C@H](C[C@@H]1C(NCCC1)=O)C#N)CC2)(F)F)O (1R,3S,4R)-2-((R)-2-bromo-9-hydroxy-9H-fluorene-9-carbonyl)-N-((R)-1-cyano-2-((R)-2-oxopiperidin-3-yl)ethyl)-5,5-difluoro-2-azabicyclo[2.2.2]octane-3-carboxamide